(2-((7-chloro-4-(1H-imidazol-1-yl)quinolin-2-yl)(methyl)amino)ethyl)carbamic acid tert-butyl ester C(C)(C)(C)OC(NCCN(C)C1=NC2=CC(=CC=C2C(=C1)N1C=NC=C1)Cl)=O